N,N-diethyl-2,2-dichloroacetamide C(C)N(C(C(Cl)Cl)=O)CC